3-[rac-(2R)-2-(6-methoxy-1,3-benzothiazol-2-yl)-2-[(3-oxo-4H-1,4-benzoxazin-6-yl)sulfonylamino]ethyl]benzamidine COC1=CC2=C(N=C(S2)[C@@H](CC=2C=C(C(=N)N)C=CC2)NS(=O)(=O)C=2C=CC3=C(NC(CO3)=O)C2)C=C1 |r|